8-(1-ethyl-1H-pyrazol-4-yl)-5-(((5-fluoro-2,3-dihydrobenzofuran-4-yl)methyl)amino)imidazo[1,2-c]pyrimidine-2-carbonitrile C(C)N1N=CC(=C1)C=1C=2N(C(=NC1)NCC1=C(C=CC3=C1CCO3)F)C=C(N2)C#N